(R)-N'-((1-hydroxy-1,2,3,5,6,7-hexa-hydro-s-indacen-4-yl)-carbamoyl)-2-(2-hydroxy-propan-2-yl)thiazole-5-sulfonimidamide OC1CCC2=C(C=3CCCC3C=C12)NC(=O)N=[S@](=O)(N)C1=CN=C(S1)C(C)(C)O